S1C(=CC=C1)C(=O)[O-].[Cu+2].S1C(=CC=C1)C(=O)[O-] copper (II) thiophene-2-carboxylate